(3R,4R)-4-({5-chloro-4-[4-fluoro-2-(2-hydroxypropan-2-yl)-1-(propan-2-yl)-1H-benzimidazol-6-yl]pyrimidin-2-yl}amino)-1-(methylsulfonyl)piperidin-3-ol ClC=1C(=NC(=NC1)N[C@H]1[C@@H](CN(CC1)S(=O)(=O)C)O)C=1C=C(C2=C(N(C(=N2)C(C)(C)O)C(C)C)C1)F